9-(1-((2-Carbamoyl-6-chloropyridin-3-yl)amino)ethyl-1-d)-7-methyl-N,N,4-tris(methyl-d3)-5-oxo-4,5-dihydroimidazo[1,5-a]quinazoline-3-carboxamide C(N)(=O)C1=NC(=CC=C1NC(C)([2H])C=1C=C(C=C2C(N(C=3N(C12)C=NC3C(=O)N(C([2H])([2H])[2H])C([2H])([2H])[2H])C([2H])([2H])[2H])=O)C)Cl